3-(hexafluoroisopropoxy)-2-hydroxyquinoxaline FC(C(C(F)(F)F)OC=1C(=NC2=CC=CC=C2N1)O)(F)F